CC(C(=O)OC(C)CCC)CCC 2-Pentyl 2-methylpentanoate